C1(CC1)C1=C(C(=NO1)C1=C(C=CC=C1Cl)Cl)CO[C@H]1[C@@H]2[C@H](N([C@H](C1)C2)C2=C(C=C(C(=O)O)C=C2)F)C 4-[(1S,3R,4S,5R)-5-[[5-cyclopropyl-3-(2,6-dichlorophenyl)-1,2-oxazol-4-yl]methoxy]-3-methyl-2-azabicyclo[2.2.1]heptan-2-yl]-3-fluorobenzoic acid